2-[(1R)-1-(3,6-Dimethyl-4-oxo-2-phenyl-chromen-8-yl)ethoxy]benzonitrile CC1=C(OC2=C(C=C(C=C2C1=O)C)[C@@H](C)OC1=C(C#N)C=CC=C1)C1=CC=CC=C1